bis(N,N-dimethylaminoethyl)ether CN(C)CCOCCN(C)C